COC1=CC=C(C=C1)P(C=1C(OC(C1P(C1=CC=C(C=C1)OC)C1=CC=C(C=C1)OC)=O)=O)C1=CC=C(C=C1)OC 3,4-bis[bis(4-methoxyphenyl)phosphanyl]furan-2,5-dione